N-(5-{[(2S,5R)-2,5-dimethyl-4-(tetrahydro-2H-pyran-4-yl)piperazin-1-yl]carbonyl}-6,6-dimethyl-1,4,5,6-tetrahydropyrrolo[3,4-c]pyrazol-3-yl)-5-morpholin-4-ylpyridine-2-carboxamide C[C@@H]1N(C[C@H](N(C1)C1CCOCC1)C)C(=O)N1C(C=2NN=C(C2C1)NC(=O)C1=NC=C(C=C1)N1CCOCC1)(C)C